C(C1=CC=CC=C1)OC1=CC(=NC=2C=CC(=C(C12)C#N)OC)C=1C(=NC=C(C1C)C(F)(F)F)OC1=C(C(=C(C=C1)F)F)C 4-benzyloxy-2-[2-(3,4-difluoro-2-methyl-phenoxy)-4-methyl-5-(trifluoromethyl)-3-pyridinyl]-6-methoxy-quinoline-5-carbonitrile